FC=1C(=NC=C(C1)C(F)(F)F)[C@@H]1C[C@H](C1)OC1=CC=C(C=N1)C1=CC(=NO1)O 5-[6-({trans-3-[3-fluoro-5-(trifluoromethyl)pyridin-2-yl]-cyclobutyl}oxy)-pyridin-3-yl]isoxazol-3-ol